2,3-dimethoxy-5-methyl-6-(3-(trimethylsilyl)propyl)cyclohexa-2,5-diene-1,4-dione COC=1C(C(=C(C(C1OC)=O)C)CCC[Si](C)(C)C)=O